phenyl-1,N2-ethenoguanosine-5'-monophosphate P(=O)(O)(O)OC[C@@H]1[C@H]([C@H]([C@@](O1)(N1C=NC=2C(=O)N3C(NC=C3)=NC12)C1=CC=CC=C1)O)O